(Tetrahydro-furan-3-ylmethyl)-N'-(2-trifluoromethyl-pyridin-4-yl)-6-(6-trifluoromethyl-pyridin-2-yl)-[1,3,5]triazine-2,4-diamine O1CC(CC1)CNC1=NC(=NC(=N1)NC1=CC(=NC=C1)C(F)(F)F)C1=NC(=CC=C1)C(F)(F)F